Cl.C(C)N=C=NC(CC)N(C)C (ethyliminomethyleneamino)-N,N-dimethyl-propan-1-amine hydrochloride